2-chloro-7-(2-oxopropyl)-12-phenylisoindolo[2,1-b]isoquinolin-5(7H)-one ClC=1C=C2C(=C3N(C(C2=CC1)=O)C(C1=CC=CC=C13)CC(C)=O)C1=CC=CC=C1